3,4-dihydro-2H-pyrido[4,3-b][1,4]oxazin O1C2=C(NCC1)C=NC=C2